N1C=NC2=C1C=C(C=C2)N2C(C(=C(C2C2=C(C(=CC=C2)Cl)Cl)C)OC)=O 1-(1H-Benzo[d]imidazol-6-yl)-5-(2,3-dichlorophenyl)-3-methoxy-4-methyl-1H-pyrrol-2(5H)-one